C(CC(C)C)NC(=O)N1C=NC2=C1C=CC(=C2)C=2C=NC=NC2 N-isopentyl-5-(pyrimidin-5-yl)-1H-benzo[d]imidazole-1-carboxamide